CC(C[C@@H](C(N[C@@H](C[C@H]1C(NCC1)=O)C(COC1=C(C(=CC(=C1F)F)F)F)=O)=O)NC(OC(C)(C)C)=O)C tert-butyl ((S)-4-methyl-1-oxo-1-(((S)-3-oxo-1-((S)-2-oxopyrrolidin-3-yl)-4-(2,3,5,6-tetrafluorophenoxy)butan-2-yl)amino)pentan-2-yl)carbamate